NC[C@@H](CN(C(OC(C)(C)C)=O)C[C@@H](CNC(=O)OC(C)(C)C)O)O Tert-butyl N-[(2S)-3-amino-2-hydroxy-propyl]-N-[(2R)-3-(tertbutoxycarbonylamino)-2-hydroxy-propyl]carbamate